CC1=CC=C(C=C1)S(=O)(=O)OCCOC1=NN(C(C2=CC=C(C=C12)Br)=O)CC1=CC=C(C=C1)OC 2-((7-bromo-3-(4-methoxybenzyl)-4-oxo-3,4-dihydrophthalazin-1-yl)oxy)ethyl 4-methylbenzenesulfonate